ClC1=C(C=CC=C1Cl)N1CCN(CC1)CCCC1(NCCC2=CC=C(C=C12)C#N)C (3-(4-(2,3-dichlorophenyl)piperazin-1-yl)propyl)-1-methyl-1,2,3,4-tetrahydroisoquinoline-7-carbonitrile